N[C@H](CC(=O)OC(C)(C)C)C1=C(C=CC=C1OC(F)F)Br tert-butyl (3R)-3-amino-3-[2-bromo-6-(difluoromethoxy)phenyl]propanoate